NCC1(CCOCC1)C(=O)N[C@H](C(=O)O)CCCCCCCC1=NC=2NCCCC2C=C1 (S)-2-(4-(aminomethyl)tetrahydro-2H-pyran-4-carboxamido)-9-(5,6,7,8-tetrahydro-1,8-naphthyridin-2-yl)nonanoic acid